3-(benzyloxy)-1-bromonaphthalene C(C1=CC=CC=C1)OC=1C=C(C2=CC=CC=C2C1)Br